(trimethoxysilylpropyl)-(trimethoxysilylhexyl)amine CO[Si](OC)(OC)CCCNCCCCCC[Si](OC)(OC)OC